1-{3-[(1H-imidazol-5-yl)methoxy]-4-phenoxyphenyl}-3-(3-methylphenyl)-1,3,5-triazine-2,4,6-trione N1C=NC=C1COC=1C=C(C=CC1OC1=CC=CC=C1)N1C(N(C(NC1=O)=O)C1=CC(=CC=C1)C)=O